CO[C@H]1[C@@H](N(C1)C(=O)O[C@H]1C[C@H](CC1)C1=CC(=NN1)NC(CC=1C=NC(=CC1)OC)=O)C (1R,3S)-3-(3-{[(6-methoxypyridin-3-yl)acetyl]amino}-1H-pyrazol-5-yl)cyclopentyl (2S,3R)-3-methoxy-2-methylazetidine-1-carboxylate